N-(5-(isoquinolin-7-yl)-1-methyl-1H-pyrazol-3-yl)-3-(1H-pyrazol-1-yl)benzamide C1=NC=CC2=CC=C(C=C12)C1=CC(=NN1C)NC(C1=CC(=CC=C1)N1N=CC=C1)=O